N-ETHYL-3-[(6-FORMYL-2H-1,3-BENZODIOXOL-5-YL)OXY]PROPANAMIDE C(C)NC(CCOC1=CC2=C(OCO2)C=C1C=O)=O